BrC(F)(F)[Se]C(C)CCOCC1=CC=CC=C1 (4-(benzyloxy)-2-butyl) (bromodifluoromethyl) selenide